3-chloro-7-[3-[cyclopropylmethyl-[(2,4-dimethoxyphenyl)methyl]amino]-1,2,4-triazol-4-yl]-N-(3,3-difluorocyclobutyl)-8,9-dihydro-7H-cyclopenta[h]isoquinoline-5-sulfonamide ClC=1N=CC=2C3=C(C=C(C2C1)S(=O)(=O)NC1CC(C1)(F)F)C(CC3)N3C(=NN=C3)N(CC3=C(C=C(C=C3)OC)OC)CC3CC3